9,12-dioxo-3,6-dioxa-10,13-diazahexadecan-16-oic acid O=C(CCOCCOCC)NCC(NCCC(=O)O)=O